Cl.CC1(CCNCC1)C(=O)OCC ethyl 4-methylpiperidine-4-carboxylate hydrochloride